C1(CC1)CN1CC[C@]23CCN(CC[C@]2([C@H]1CC1=CC=C(C(=C13)OC)O)O)CCN1N=CC(=C1)C (5aS,6R,11bS)-14-(cyclopropylmethyl)-11-methoxy-3-(2-(4-methyl-1H-pyrazol-1-yl)ethyl)-2,3,4,5,6,7-hexahydro-6,11b-(epiminoethano)naphtho[1,2-d]azepine-5a,10(1H)-diol